CC1=CC(=C(C(=C1)C(C)(C)C)O)C(C)(C)C 4-methyl-2,6-di-tertiary butylphenol